racemic-5-fluoro-N-(8-fluorochroman-4-yl)-2-methoxy-N-methylnicotinamide FC=1C=NC(=C(C(=O)N(C)[C@@H]2CCOC3=C(C=CC=C23)F)C1)OC |r|